(3-methacrylamidopropyl)-(2-carboxyethyl)-dimethylammonium C(C(=C)C)(=O)NCCC[N+](C)(C)CCC(=O)O